(3aR,5s,6aS)-N-(6-(2-chloro-5-fluorophenyl)pyridazin-3-yl)-2-cycloheptyloctahydrocyclopenta[c]pyrrol-5-amine ClC1=C(C=C(C=C1)F)C1=CC=C(N=N1)NC1C[C@@H]2[C@@H](CN(C2)C2CCCCCC2)C1